(1S,2R)-5,7-Dichloro-1-hydroxy-2,3-dihydro-1H-inden-2-yl-carbamat ClC=1C=C2C[C@H]([C@H](C2=C(C1)Cl)O)NC([O-])=O